N-(5-((3,3-difluoropyrrolidin-1-yl)methyl)thiazol-2-yl)-2-methyl-5-(3-(trifluoromethyl)phenyl)furan-3-carboxamide FC1(CN(CC1)CC1=CN=C(S1)NC(=O)C1=C(OC(=C1)C1=CC(=CC=C1)C(F)(F)F)C)F